COC(CS(=O)CC=1OC=CC1)=O 2-((furan-2-ylmethyl)sulfinyl)acetic acid methyl ester